6-amino-7,8,9,10-tetrahydro-phenanthridine-2-carboxylic acid NC=1N=C2C=CC(=CC2=C2CCCCC12)C(=O)O